5-(tert-butyl)-N-hydroxy-9-methoxy-8-(3-methoxypropoxy)-2-oxo-1,2,5,6-tetrahydro-1,10-phenanthroline-3-carboxamide C(C)(C)(C)C1C=2C=C(C(NC2C2=NC(=C(C=C2C1)OCCCOC)OC)=O)C(=O)NO